1-(4-(4-((2-fluoro-4-((2-(3-fluoro-3-methylpyrrolidin-1-yl)pyridin-4-yl)oxy)phenyl)amino)-7H-pyrrolo[2,3-d]pyrimidin-5-yl)piperidin-1-yl)prop-2-en-1-one FC1=C(C=CC(=C1)OC1=CC(=NC=C1)N1CC(CC1)(C)F)NC=1C2=C(N=CN1)NC=C2C2CCN(CC2)C(C=C)=O